1-((1R,3R,5S)-3-((5-cyclopropyl-3-(2-fluorophenyl)isoxazol-4-yl)methoxy)-8-azabicyclo[3.2.1]octane-8-carbonyl)indoline-5-carboxylic acid C1(CC1)C1=C(C(=NO1)C1=C(C=CC=C1)F)COC1C[C@H]2CC[C@@H](C1)N2C(=O)N2CCC1=CC(=CC=C21)C(=O)O